methyl (1r,4R)-4',5'-dichloro-4-(3-chloroanilino)-2'-[(2R)-3-hydroxy-2-methylpropyl]spiro[cyclohexane-1,1'-indene]-4-carboxylate ClC1=C2C=C(C3(C2=CC=C1Cl)CCC(CC3)(C(=O)OC)NC3=CC(=CC=C3)Cl)C[C@H](CO)C